5-(1,3-oxazol-2-yl)pyrazine-2-carboxamide O1C(=NC=C1)C=1N=CC(=NC1)C(=O)N